Benzpyrimidin N1=CN=CC2=C1C=CC=C2